3-(5-(6-Amino-5-fluoro-4-methylpyridin-2-yl)-4-fluoro-3-methyl-1-oxoisoindolin-2-yl)piperidin-2,6-dion NC1=C(C(=CC(=N1)C=1C(=C2C(N(C(C2=CC1)=O)C1C(NC(CC1)=O)=O)C)F)C)F